3,4-dipropyl-3,4-diphenylhexane C(CC)C(CC)(C(CC)(C1=CC=CC=C1)CCC)C1=CC=CC=C1